12-chloro-14-fluoro-9,16,17-trimethyl-10-oxa-2,18,20-triazapentacyclo[9.7.1.14,7.02,8.015,19]icosa-1(18),11(19),12,14,16-pentaene-20-carboxylate ClC=1C=2OC(C3C4CCC(CN3C3=NC(=C(C(=C(C1)F)C32)C)C)N4C(=O)[O-])C